C(C1=CC=CC=C1)OC(=O)N1C(CC(CC1)CN[C@H]1[C@@H](C1)C1=CC=C(C=C1)C1=CC=CC=C1)F fluoro-4-(((trans-2-([1,1'-biphenyl]-4-yl)cyclopropyl)amino)methyl)piperidine-1-carboxylic acid benzyl ester